CN(C(C(=O)C1=CC=C(C=C1)N1CCOCC1)(CC)CC1=CC=C(C=C1)C)C 2-dimethylamino-1-(4-morpholinophenyl)-2-(4-methylphenylmethyl)butan-1-one